The molecule is a methanesulfonate salt resulting from the reaction of equimolar amounts of hycanthone and methanesulfonic acid. It was formerly used as a schistosomicide for individual or mass treatement of infection with Schistosoma haematobium and S. mansoni, but due to its toxicity and concern about possible carcinogenicity, it has been replaced by other drugs such as praziquantel. It has a role as an alkylating agent, a mutagen and a schistosomicide drug. It contains a hycanthone(1+). CCN(CC)CCNC1=C2C(=C(C=C1)CO)SC3=CC=CC=C3C2=O.CS(=O)(=O)O